2-hydroxy-3,5-diiodobenzyl alcohol OC1=C(CO)C=C(C=C1I)I